C1N(CCC2=CC=CC=C12)C(=O)C=1N=C2N(N1)[C@@H](C[C@@H]2F)C2=CC=CC=C2 |r| 3,4-dihydro-1H-isoquinolin-2-yl-[rac-(5s,7s)-7-fluoro-5-phenyl-6,7-dihydro-5H-pyrrolo[1,2-b][1,2,4]triazol-2-yl]methanone